(7E,3E)-1,4-dimesitylbuta-1,3-diene C1(=C(C(=CC(=C1)C)C)C=C\C=C\C1=C(C=C(C=C1C)C)C)C